FC1(CCN(CC1)C1=NC=C(N=C1)C=1NC=2C(=NC(=CC2N(C)CC2(CCC2)COC)C2=CC(=CC(=C2)C(F)(F)F)F)N1)C(=O)O 4-fluoro-1-(5-{5-[3-fluoro-5-(trifluoromethyl)phenyl]-7-[{[1-(methoxymethyl)cyclobutyl]methyl}(methyl)amino]-1H-imidazo[4,5-b]pyridin-2-yl}pyrazin-2-yl)piperidine-4-carboxylic acid